N-[7-benzyloxy-5-fluoro-6-(1,1,4-trioxo-1,2,5-thiadiazolidin-2-yl)-2-naphthyl]-2-[4-[1-(2,6-dibenzyloxy-3-pyridyl)-3-methyl-2-oxo-benzimidazol-5-yl]phenyl]-3-hydroxy-propanamide C(C1=CC=CC=C1)OC1=C(C(=C2C=CC(=CC2=C1)NC(C(CO)C1=CC=C(C=C1)C1=CC2=C(N(C(N2C)=O)C=2C(=NC(=CC2)OCC2=CC=CC=C2)OCC2=CC=CC=C2)C=C1)=O)F)N1S(NC(C1)=O)(=O)=O